tert-butyl ((3-((1-methyl-1H-pyrazol-4-yl)methyl)-2,4-dioxo-1,2,3,4-tetrahydrothieno[2,3-d]pyrimidin-6-yl)sulfonyl)(1-methylcyclopropyl)carbamate CN1N=CC(=C1)CN1C(NC2=C(C1=O)C=C(S2)S(=O)(=O)N(C(OC(C)(C)C)=O)C2(CC2)C)=O